6-Benzoyl-2-(2-deoxy-β-D-erythro-pentofuranosyl)-6,7,8,9-tetrahydro-2H-2,3,5,6-tetraazabenzo[cd]azulene C(C1=CC=CC=C1)(=O)N1C=2C3=C(N(C=C3CCC1)[C@H]1C[C@H](O)[C@H](O1)CO)N=CN2